C1(=C(C=CC=C1)C1=C(C(C(=O)O)(O)C2=C(C=CC=C2)C)C=CC=C1)C ditolyl-mandelic acid